FC1=C(C(=CC=C1C=1C=NNC1)C1=CC2=C(N=N1)N(N=N2)C2CC(NC(C2)(C)C)(C)C)O 2-fluoro-3-(1H-pyrazol-4-yl)-6-[3-(2,2,6,6-tetramethylpiperidin-4-yl)-3H-[1,2,3]triazolo[4,5-c]pyridazin-6-yl]phenol